IC1=CC=C(C=C1)C1=CC=C(C=C1)Br 4-iodo-4'-bromobiphenyl